tert-butyl-N-[3-(8-cyanoquinolin-5-yl)-5-(trifluoromethyl)-3-azabicyclo[3.1.0]hex-1-yl]carbamic acid tert-butyl ester C(C)(C)(C)OC(N(C12CN(CC2(C1)C(F)(F)F)C1=C2C=CC=NC2=C(C=C1)C#N)C(C)(C)C)=O